(2-hydroxy-3-sulfopropyl)-pyridinium OC(C[N+]1=CC=CC=C1)CS(=O)(=O)O